ClC1=C(C(=CC=C1Cl)OC)C1=CC(=NC=C1)C(=O)N 4-(2,3-dichloro-6-methoxyphenyl)pyridine-2-carboxamide